(S)-2-Allyl-1-(7-hydroxy-7-(trifluoromethyl)-6,7-dihydro-5H-cyclopenta[b]pyridin-2-yl)-6-((4-(4-methylpiperazin-1-yl)phenyl)amino)-1,2-dihydro-3H-pyrazolo[3,4-d]pyrimidin-3-one C(C=C)N1N(C2=NC(=NC=C2C1=O)NC1=CC=C(C=C1)N1CCN(CC1)C)C1=CC=C2C(=N1)[C@@](CC2)(C(F)(F)F)O